OCC1=CC=CC(=N1)NC(OCCCC)=O Butyl (6-(hydroxymethyl)pyridin-2-yl)carbamate